2-(6-{5-chloro-2-[(oxan-4-yl)amino]pyrimidin-4-yl}-1-oxo-2,3-dihydro-1H-isoindol-2-yl)-N-[(1S)-2-hydroxy-1-[3-(methoxymethyl)phenyl]ethyl]acetamide ClC=1C(=NC(=NC1)NC1CCOCC1)C1=CC=C2CN(C(C2=C1)=O)CC(=O)N[C@H](CO)C1=CC(=CC=C1)COC